C(C)OCCP(CCOCC)=O bis(2-ethoxyethyl)phosphin oxid